ClC=1C(=C(C(=CC1)C(F)(F)F)CC(=O)O)C 3-chloro-2-methyl-6-(trifluoromethyl)-phenylacetic acid